S1C(=NC2=C1C=CC=C2)NC(C2=CC=C(C=C2)C=C2CCNCC2)=O N-(benzo[d]thiazol-2-yl)-4-(piperidin-4-ylidenemethyl)benzamide